CN1C(COC2=CC=NC(C3=NNC=4C=CC(OCCC1)=CC34)=C2)=O 10-methyl-7,14-dioxa-3,10,19,20-tetraazatetracyclo[13.5.2.12,6.018,21]tricosa-1(20),2(23),3,5,15(22),16,18(21)-heptaen-9-one